methyl 2-(4-((tert-butyldimethylsilyl)oxy)-2-(5-fluoropyridin-3-yl)-3,4-dihydro-2H-pyrrol-5-yl)hydrazine-1-carboxylate [Si](C)(C)(C(C)(C)C)OC1CC(N=C1NNC(=O)OC)C=1C=NC=C(C1)F